C(C)C=1C(=NC=CC1)OC[C@@H]1N(CCC1)C(=O)OC(C)(C)C tert-butyl (R)-2-(((3-ethylpyridin-2-yl)oxy)methyl)pyrrolidine-1-carboxylate